tert-butyl (6aR,8R)-2-(3,5-difluoro-2-methoxyphenyl)-8-((5-formylpyrimidin-2-yl)thio)-6a,7,8,9-tetrahydropyrrolo[1',2':4,5]pyrazino[2,3-c]pyridazine-5(6H)-carboxylate FC=1C(=C(C=C(C1)F)C=1C=C2C(=NN1)N(C[C@@H]1N2C[C@@H](C1)SC1=NC=C(C=N1)C=O)C(=O)OC(C)(C)C)OC